N=1C(NC=C2C=CC=CC12)=O 3H-quinazolin-2-one